S(=O)([O-])[O-].[NH4+].[Na+] sodium (ammonium) sulfite